ClC=1C(=C(C=C(C1)Cl)O)C=1N=NC(=CC1)N1C[C@H](CCC1)CN(C)C 3,5-dichloro-2-[6-[(3R)-3-[(dimethylamino)methyl]-1-piperidyl]pyridazin-3-yl]phenol